2-amino-6-hydroxy-2-(3-(trifluoromethyl)phenyl)cyclohexan-1-one NC1(C(C(CCC1)O)=O)C1=CC(=CC=C1)C(F)(F)F